ClC1=NC(=CC=C1C=1C=NN(C1)CCC(C)C)OC 2-chloro-3-(1-isopentyl-1H-pyrazol-4-yl)-6-methoxypyridine